O=C1NC=CC(=C1)C1CN(C2(CC2)C1)C(=O)OC(C)(C)C Tert-butyl 6-(2-oxo-1,2-dihydropyridin-4-yl)-4-azaspiro[2.4]heptane-4-carboxylate